2-(4-ethynyl-3-methoxybenzyl)isoindoline C(#C)C1=C(C=C(CN2CC3=CC=CC=C3C2)C=C1)OC